tert-butyl (S)-2-(2-(2-hydroxyethyl)-2H-indazole-3-carbonyl)-azetidine-1-carboxylate OCCN1N=C2C=CC=CC2=C1C(=O)[C@H]1N(CC1)C(=O)OC(C)(C)C